C[Si](C)(C)C#CC=1N=CC(=NC1)NCC1=CC=C(C=C1)NC(OC(C)(C)C)=O Tert-butyl (4-(((5-((trimethylsilyl)ethynyl)pyrazin-2-yl)amino)methyl)phenyl)carbamate